N1(CCC2=CC=CC=C12)C(CN1C2=NC(=NC(=C2N=C1)NN=CC1=CC(=CC=C1)C)N1CCOCC1)=O 1-(indolin-1-yl)-2-(6-(2-(3-methylbenzylidene)hydrazinyl)-2-morpholino-9H-purin-9-yl)ethane-1-on